2,2-diethyl-6-[3-(pyridin-3-yl)-1,2,4-oxadiazol-5-yl]-3,4-dihydro-2H-1-benzopyran-4-one C(C)C1(OC2=C(C(C1)=O)C=C(C=C2)C2=NC(=NO2)C=2C=NC=CC2)CC